2,3,6-trimethyl-5-[(2-pyridyldithio)methyl]-1h,7h-pyrazolo[1,2-a]pyrazole-1,7-dione CC1=C(N2N(C(C(=C2CSSC2=NC=CC=C2)C)=O)C1=O)C